2-(2-hydroxy-3,5-ditert-pentylphenyl)benzotriazole OC1=C(C=C(C=C1C(C)(C)CC)C(C)(C)CC)N1N=C2C(=N1)C=CC=C2